Kalium Benzoat C(C1=CC=CC=C1)(=O)[O-].[K+]